CC1=C(C=C(C=C1)NC(C)=O)S(=O)(=O)C N-(4-methyl-3-(methylsulfonyl)phenyl)acetamide